C(C)(C)(C)OC(=O)N1CC(=CCC1)C1=CN(C2=C(C(=CC=C12)F)Cl)C(=O)OC(C)(C)C tert-Butyl 3-[1-(tert-butoxycarbonyl)-5,6-dihydro-2H-pyridin-3-yl]-7-chloro-6-fluoroindole-1-carboxylate